O1C(CCCC1)O[C@@H](C)C=1N(C=CN1)CC1=NOC(=C1)C1=CC=C(C=C1)C#CC=1C=CC(=NC1)CN1CC2C(C2C1)CC#N 2-(3-((5-((4-(3-((2-((1S)-1-((tetrahydro-2H-pyran-2-yl)oxy)ethyl)-1H-imidazol-1-yl)methyl)isoxazol-5-yl)phenyl)ethynyl)pyridin-2-yl)methyl)-3-azabicyclo[3.1.0]hexan-6-yl)acetonitrile